C1(=CC=C(C=C1)C1=NC(=NC(=C1)Cl)Cl)C1=CC=CC=C1 4-([1,1'-biphenyl]-4-yl)-2,6-dichloropyrimidine